N-((3-nitro-4-((4-(oxetan-3-yl)morpholin-2-yl)methoxy)phenyl)sulfonyl)benzamide [N+](=O)([O-])C=1C=C(C=CC1OCC1CN(CCO1)C1COC1)S(=O)(=O)NC(C1=CC=CC=C1)=O